3-(piperazin-1-yl)aniline N1(CCNCC1)C=1C=C(N)C=CC1